OC1=CC=C2C[C@H](N(CC2=C1)C(=O)OC(C)(C)C)[C@@H](CNC(C1=CC=C(C=C1)OC1CCN(CC1)CC1=CC=NC=C1)=O)O tert-butyl (3S)-7-hydroxy-3-[(1R)-1-hydroxy-2-[[4-[[1-(4-pyridylmethyl)-4-piperidyl]oxy]benzoyl]-amino]ethyl]-3,4-dihydro-1H-isoquinoline-2-carboxylate